C1CCN2C3=C(C(=C12)C(C(=O)OCC)=O)C=CC=C3 ethyl 2-{1H,2H,3H-benzo[b]pyrrolizin-9-yl}-2-oxoacetate